ClC=1C=C(CNCCCCOCCNC2=NC3=C(C4=CN=CC=C24)C=CC(=C3)C(=O)N)C=CC1OC1CC1 5-((2-(4-((3-chloro-4-cyclopropoxybenzyl)amino)butoxy)ethyl)amino)benzo[c][2,6]naphthyridine-8-carboxamide